7-(benzyloxy-methyl)-2,2-dimethyl-4H-[1,3]-dioxino[5,4-c]pyridin-4-one C(C1=CC=CC=C1)OCC1=CC2=C(C=N1)C(OC(O2)(C)C)=O